N1(C=NC=C1)CCCSCCSCCSCCCN1C=NC=C1 1-[3-[2-[2-(3-imidazol-1-ylpropylsulfanyl)ethylsulfanyl]ethylsulfanyl]-propyl]imidazole